(2-AMINO-4-CARBOXYPHENYL)BORONIC ACID NC1=C(C=CC(=C1)C(=O)O)B(O)O